4-hexyloxyphenyl-2,4-diethoxyphenyliodonium C(CCCCC)OC1=CC=C(C=C1)[I+]C1=C(C=C(C=C1)OCC)OCC